FC1=C(C=CC=C1)C1=C(N=C(C=2N1N=CC2)N2CCC1(CC2)CC2=C(C=NC=C2)[C@H]1N)C (7S)-1'-[7-(2-fluorophenyl)-6-methyl-pyrazolo[1,5-a]pyrazin-4-yl]spiro[5,7-dihydrocyclopenta[c]pyridine-6,4'-piperidine]-7-amine